O=C1C(C2=C3C(NCC3=C3C(=C2C=2C(=CCCC12)OCCCCCC=O)C1=CC=CC=C1C(=C3)OCCCS(=O)(=O)[O-])=O)C3=CC=CC=C3.[Na+] sodium 3-((1,3-dioxo-12-((6-oxohexyl)oxy)-2-phenyl-4,5,14,15-tetrahydro-1H-dinaphtho[2,1-e:1',2'-g]isoindol-7-yl)oxy)propane-1-sulfonate